ClC=1C(=NC(=C(C(=O)NC2=CC(=NC=C2)S(N)(=O)=O)C1C)C1CCC(CC1)(F)F)C 5-Chloro-2-(4,4-difluorocyclohexyl)-4,6-dimethyl-N-(2-sulfamoylpyridin-4-yl)nicotinamide